tert-butyl-6-fluoro-4-(Hydroxymethyl)-3,4-dihydroisoquinoline-2(1H)-carboxylate C(C)(C)(C)OC(=O)N1CC2=CC=C(C=C2C(C1)CO)F